1-(1,6-Dioxo-2,4-decadienyl)piperidine O=C(C=CC=CC(CCCC)=O)N1CCCCC1